C(C=C)(=O)OCCOC1=C(C(=O)C2=CC=C(C=C2)Br)C=CC=C1 acryloyloxyethoxy-4'-bromobenzophenone